OC=1C(=NON1)C(=O)N 4-hydroxy-1,2,5-oxadiazole-3-carboxamide